C(CCCC)OC(C(=C)C)=O methyl-acrylic acid amyl ester